BrC1=CC(=C2C=C(N(C2=C1)C1CC1)C(C(=O)N)C(C)(C)C)F (6-bromo-1-cyclopropyl-4-fluoro-1H-indol-2-yl)-3,3-dimethylbutyramide